C(#N)N1C[C@H](CC1)C(=O)NC=1SC(=CN1)C1=CC(=C(C=C1)F)F (S)-1-cyano-N-(5-(3,4-difluorophenyl)thiazol-2-yl)pyrrolidine-3-carboxamide